FC1(OC2=C(O1)C=CC=C2I)F 2,2-difluoro-4-iodobenzo[d][1,3]dioxolane